4-(difluoromethoxy)-2-[3-(3,5-dimethylisoxazol-4-yl)pyrazolo[1,5-a]pyridin-5-yl]thiazole-5-carboxylic acid FC(OC=1N=C(SC1C(=O)O)C1=CC=2N(C=C1)N=CC2C=2C(=NOC2C)C)F